(S)-6-((4-((2-hydroxy-1-phenylethyl)amino)-5-(5-methyl-1,3,4-oxadiazol-2-yl)pyrimidin-2-yl)amino)-1-isopropyl-1,2-dihydro-3H-indazol-3-one OC[C@H](C1=CC=CC=C1)NC1=NC(=NC=C1C=1OC(=NN1)C)NC1=CC=C2C(NN(C2=C1)C(C)C)=O